COC(C(CC(C)C)(C)[N+]#[C-])=O 2-ISOCYANO-2,4-DIMETHYLPENTANOIC ACID METHYL ESTER